NC=1C=2N(C=CN1)C(=NC2C2=CC=C1C=CC(=NC1=C2)C2=CC=CC=C2)C2CCC(OC2)CO (5-(8-amino-1-(2-phenylquinolin-7-yl)imidazo[1,5-A]pyrazin-3-yl)tetrahydropyran-2-yl)methanol